CCC1=CC2=C(C=C1)C(=O)C3=CC=CC=C3C2=O β-ethylanthraquinone